P(O)(=O)(OP(=O)(O)OP(=O)(O)O)OC[C@@H]1[C@H]([C@H]([C@@H](O1)N1C=NC=2C(=O)NC(N)=NC12)O)O.C(C)NC1=NNC=2C1=NC(=CC2CN2CCCC2)C=2C(=C1CN(C(C1=CC2)=O)C2C(NC(CC2)=O)=O)F 3-(5-(3-(ethylamino)-7-(pyrrolidin-1-ylmethyl)-1H-pyrazolo[4,3-b]pyridin-5-yl)-4-fluoro-1-oxoisoindolin-2-yl)piperidine-2,6-dione guanosine-5'-triphosphate